FC1(CCNCC1)C1=NN=C(O1)[C@@]12CN(C[C@]2(C1)C(F)(F)F)C=1C=2N(C(=CC1)C#N)N=CC2 4-((1S,5R)-1-(5-(4-fluoropiperidin-4-yl)-1,3,4-oxadiazol-2-yl)-5-(trifluoromethyl)-3-azabicyclo[3.1.0]hexan-3-yl)pyrazolo[1,5-a]pyridine-7-carbonitrile